1-difluoromethyl-2,5-difluoro-4-nitrobenzene FC(C1=C(C=C(C(=C1)F)[N+](=O)[O-])F)F